C(C1=CC=CC=C1)OC(=O)N[C@H](C(=O)OC)C[C@H]1C(NC2(CC2)C1)=O Methyl (2S)-2-(benzyloxycarbonylamino)-3-[(6R)-5-oxo-4-azaspiro[2.4]heptan-6-yl]propanoate